ClC1=C(C=CC2=C1C(=NC(C=1N2C=CC(N1)=O)C)C1=C(C=CC(=C1)OC)F)Cl 8,9-dichloro-7-(2-fluoro-5-methoxy-phenyl)-5-methyl-5H-pyrimido[1,2-a][1,4]benzodiazepin-3-one